O[C@H]1[C@H](CC1)N(CCCCCCCC(=O)N(CCCCCCCCCC)CCCCCCCCCC)CCCCCCCC(=O)N(CCCCCCCCCC)CCCCCCCCCC 8,8'-(((1S,2R)-2-hydroxycyclobut-yl)azanediyl)bis-(N,N-didecyloctan-amide)